N-(3-chloro-4-fluorophenyl)-3-(2-(3,3-difluoro-4-hydroxypiperidin-1-yl)-1,1-difluoro-2-oxoethyl)-4-fluorobenzamide ClC=1C=C(C=CC1F)NC(C1=CC(=C(C=C1)F)C(C(=O)N1CC(C(CC1)O)(F)F)(F)F)=O